ClC1=C2N=CN(C2=NC(=N1)N)CC1=CC(=C(C=C1)[N+](=O)[O-])C 6-chloro-9-(3-methyl-4-nitrobenzyl)-9H-purin-2-amine